cyclopropylidene(cyclopentadienyl)(2,7-dimethyl-3,6-di-tert-butylfluorenyl)zirconium dichloride [Cl-].[Cl-].C1(CC1)=[Zr+2](C1=C(C(=CC=2C3=CC(=C(C=C3CC12)C)C(C)(C)C)C(C)(C)C)C)C1C=CC=C1